tert-butyl (6aR,8R)-8-((1-(tert-butoxycarbonyl)-1H-pyrazol-4-yl)oxy)-2-chloro-6a,7,8,9-tetrahydropyrrolo[1',2':4,5]pyrazino[2,3-c]pyridazine-5(6H)-carboxylate C(C)(C)(C)OC(=O)N1N=CC(=C1)O[C@@H]1C[C@H]2N(C=3C(=NN=C(C3)Cl)N(C2)C(=O)OC(C)(C)C)C1